(5'S,7a'R)-5'-(3,5-difluorophenyl)-1-(5,6-dimethylpyridine-2-carbonyl)tetrahydro-3'H-spiro[piperidine-4,2'-pyrrolo[2,1-b]-[1,3]oxazol]-3'-one FC=1C=C(C=C(C1)F)[C@@H]1CC[C@H]2OC3(C(N21)=O)CCN(CC3)C(=O)C3=NC(=C(C=C3)C)C